2-(2-chloro-6-fluorophenyl)-N-(3-ethoxy-4-(1-methyl-1,2,3,6-tetrahydropyridin-4-yl)phenyl)pyrazolo[1,5-a][1,3,5]triazin-4-amine ClC1=C(C(=CC=C1)F)C1=NC=2N(C(=N1)NC1=CC(=C(C=C1)C=1CCN(CC1)C)OCC)N=CC2